C(C)[C@@H]1N(C[C@H](N(C1)C(C)C=1C=C2N=C(C=NC2=CC1)C)CC)N1N=C2C(N(C(C=C2)=O)C)=C1 ((2S,5R)-2,5-diethyl-4-(1-(3-methylquinoxalin-6-yl)ethyl)piperazin-1-yl)-4-methyl-2,4-dihydro-5H-pyrazolo[4,3-b]pyridin-5-one